ClC1=CC(=C(N=N1)N(CCC(C(F)(F)F)O)C)C(=O)OC(C)(C)C tert-butyl 6-chloro-3-[methyl (4,4,4-trifluoro-3-hydroxybutyl)amino]pyridazine-4-carboxylate